C(=C)[Si](OC(=C)C)(OC(=C)C)OC(=C)C Vinyltriiso-propenoxysilan